[B].C1(C=CC(N1)=O)=O maleimide boron